ClC=1N=CN\C(\C1C)=N/N (Z)-4-chloro-6-hydrazono-5-methyl-1,6-dihydropyrimidine